6-amino-4-((cyclopropyl(pyrimidin-2-yl)methyl)amino)-1-methylquinolin-2(1H)-one NC=1C=C2C(=CC(N(C2=CC1)C)=O)NC(C1=NC=CC=N1)C1CC1